Phenyl-diazepine C1(=CC=CC=C1)C1=NNC=CC=C1